dibenzyl 1,4,7,10-tetraazacyclododecane-1,4-dicarboxylate trifluoroacetate FC(C(=O)O)(F)F.N1(CCN(CCNCCNCC1)C(=O)OCC1=CC=CC=C1)C(=O)OCC1=CC=CC=C1